NC1=C(CN2C(N(C(C3=CC=C(C=C23)C(=O)NCC2=C(C=C(C=C2F)F)F)C)C)=O)C(=CC=C1)F 1-(2-amino-6-fluorobenzyl)-3,4-dimethyl-2-oxo-N-(2,4,6-trifluorobenzyl)-1,2,3,4-tetrahydroquinazoline-7-carboxamide